FC1=CC=CC=2C3CC[C@@]4(/C(/C[C@H](C4C3CCC12)CC(C(=O)NC)C1COC1)=N/O)C 3-((13S,15R,E)-4-fluoro-17-(hydroxyimino)-13-methyl-7,8,9,11,12,13,14,15,16,17-decahydro-6H-cyclopenta[a]phenanthren-15-yl)-N-methyl-(oxetan-3-yl)propanamide